C(C)OC1=CSC(=C1)C1=NC=NC(=C1)NCCC=1C=C2C=CC=NC2=CC1F 3-Ethoxy-5-{6-[2-(7-fluoro-quinolin-6-yl)-ethylamino]-pyrimidin-4-yl}-thiophene